C(C)(C)(C)OC(N(CC1CN(C1)C(=O)C1=CC2=CC=CC(=C2C=C1)OC1=CC=C(C=C1)C(F)(F)F)C)=O.C(C)C=1C=C(C=C(C1N1C(C=CC1=O)=O)C)CC1=CC(=C(C(=C1)C)N1C(C=CC1=O)=O)CC bis-(3-ethyl-5-methyl-4-maleimidophenyl)methane tert-Butyl-methyl((1-(5-(4-(trifluoromethyl)phenoxy)-2-naphthoyl)azetidin-3-yl)methyl)carbamate